BUTYL-CYCLOHEXANOL C(CCC)C1(CCCCC1)O